N1(CCN(CCN(CCN(CCN(CC1)CC(=O)O)CC(=O)O)CC(=O)O)CC(=O)O)CC(=O)O 1,4,7,10,13-Pentaazacyclopentadecane-1,4,7,10,13-pentaacetic acid